FCCN1N=CC(=C1NC(CC(C)(C)C)=O)C1=CC=CC=C1 N-(1-(2-fluoroethyl)-4-phenyl-1H-pyrazol-5-yl)-3,3-dimethylbutanamide